CN1C[C@@H](CCC1)NC1=NN2C(N=C(C=C2)C2=C(C=C(C=C2)C(F)(F)F)O)=N1 (R)-2-(2-((1-methylpiperidin-3-yl)amino)-[1,2,4]triazolo[1,5-a]pyrimidin-5-yl)-5-(trifluoromethyl)phenol